NC=1C(=NC=C(C1)Br)N[C@H](C(=O)OCC)[C@@H](C1=CC=CC=C1)NC(=O)OC(C)(C)C ethyl (2S,3R)-2-[(3-amino-5-bromo-2-pyridyl)amino]-3-(tertbutoxycarbonylamino)3-phenyl-propanoate